BrC=1C=C2C(=NN(C(C2=CC1)=O)CC(=O)NC1=NC=C(C=C1F)C(F)(F)F)C(C)C 2-(6-bromo-1-oxo-4-propan-2-ylphthalazin-2-yl)-N-[3-fluoro-5-(trifluoromethyl)pyridin-2-yl]acetamide